ClC1=C(C=CC(=C1)S(=O)(=O)C)[C@@H](C)NC=1N=C(C(=NC1)C#N)N1CC(C1)[C@@H]1CN(CCC1)CCO 5-[[(1R)-1-(2-chloro-4-methylsulfonyl-phenyl)ethyl]amino]-3-[3-[(3R)-1-(2-hydroxyethyl)-3-piperidyl]azetidin-1-yl]pyrazine-2-carbonitrile